2,6-bis(octyloxy)anthracene C(CCCCCCC)OC1=CC2=CC3=CC=C(C=C3C=C2C=C1)OCCCCCCCC